COC=1C=C(C=CC1OC)C=1N=C2N(C(C1)=O)C=C(C=C2)N2CCC(CC2)NC(C)C 2-(3,4-dimethoxyphenyl)-7-[4-(propan-2-ylamino)piperidin-1-yl]-4H-pyrido[1,2-a]pyrimidin-4-one